((((((R)-1-(6-amino-9H-purin-9-yl)propan-2-yl)oxy)methyl)(phenoxy)phosphoryl)oxy)methyl pivalate fumarate C(\C=C\C(=O)O)(=O)O.C(C(C)(C)C)(=O)OCOP(=O)(OC1=CC=CC=C1)CO[C@@H](CN1C2=NC=NC(=C2N=C1)N)C